C1(CCCCC1)[C@@H](C(=O)N1[C@@H](CN(CC1)C(=O)C=1N(C2=CC=C(C=C2C1)F)C)C)NC([C@H](C)NC)=O (S)-N-((S)-1-cyclohexyl-2-((R)-4-(5-fluoro-1-methyl-1H-indole-2-carbonyl)-2-methylpiperazin-1-yl)-2-oxoethyl)-2-(methylamino)propanamide